NC1=NC(=CC(=N1)C=1N=NN(C1)CC1=CC=CC(=N1)C(CC(=O)O)(C)C)C1=C(C(=CC=C1)Cl)OC 3-[6-({4-[2-amino-6-(3-chloro-2-methoxyphenyl)-4-pyrimidinyl]-1H-1,2,3-triazol-1-yl}methyl)-2-pyridinyl]-3-methylbutanoic acid